C(C)OCC=1N(C(=C(N1)C(=N)N)C1=CC=CC=C1)CC(C)(C)O 2-(ethoxymethyl)-1-(2-hydroxy-2-methylpropyl)-5-phenyl-1H-imidazole-4-carboxamidine